C(#N)C(C(=O)OCCCN)=C 3-aminopropyl cyanoacrylate